7-(3-methylbenzyl)-2-azaspiro[3.5]Nonane CC=1C=C(CC2CCC3(CNC3)CC2)C=CC1